N1N=NN=C1C=1C=NC(=NC1)NC(CN(S(=O)(=O)CC)CC(F)(F)F)C1=CC=C(C=C1)OC(F)(F)F N-(2-((5-(1H-tetrazol-5-yl)pyrimidin-2-yl)amino)-2-(4-(trifluoromethoxy)phenyl)ethyl)-N-(2,2,2-trifluoroethyl)ethanesulfonamide